C(#N)[C@@]1(CC12CC2)C=2C=C1C=C(N=CC1=CC2)NC(=O)[C@H]2C[C@H]([C@@H](C2)O)F (1R,3R,4R)-N-(6-((R)-1-cyanospiro[2.2]pentan-1-yl)isoquinolin-3-yl)-3-fluoro-4-hydroxycyclopentane-1-carboxamide